1-[1-(cyanomethyl)-4-[(2-fluorophenyl)methylamino]cyclohexyl]-3-(cyclopropanecarbonylamino)pyrazole-4-carboxamide C(#N)CC1(CCC(CC1)NCC1=C(C=CC=C1)F)N1N=C(C(=C1)C(=O)N)NC(=O)C1CC1